3-Isocyanatopropyldimethylethoxy-silan N(=C=O)CCC[Si](OCC)(C)C